4-cyclopropyl-1-[4-(3,5-dichlorophenyl)piperazin-1-yl]-2-hydroxy-butane-1,4-dione C1(CC1)C(CC(C(=O)N1CCN(CC1)C1=CC(=CC(=C1)Cl)Cl)O)=O